1,3-diphenylthiourea C1(=CC=CC=C1)NC(=S)NC1=CC=CC=C1